(S)-N-((S)-1-(3-(difluoromethoxy)phenyl)-3-oxopropyl)-2-methylpropane-2-sulfinamide FC(OC=1C=C(C=CC1)[C@H](CC=O)N[S@@](=O)C(C)(C)C)F